C(=C\C1=CC=CC=C1)/C1=CC=C(N)C=C1 (E)-4-styrylaniline